Methyl 3-[4-[[(2S,4R)-4-hydroxy-1-methyl-pyrrolidin-2-yl]methoxy]anilino]-5-methyl-6-(1-methylbenzimidazol-4-yl)pyrazine-2-carboxylate O[C@@H]1C[C@H](N(C1)C)COC1=CC=C(NC=2C(=NC(=C(N2)C)C2=CC=CC=3N(C=NC32)C)C(=O)OC)C=C1